ClC1=NC=CC(=N1)N1C=C(C=C1)C(=O)O 1-(2-chloropyrimidin-4-yl)-1H-pyrrole-3-carboxylic acid